CON(C(CCCCCCC(=O)OCC(CCCCCCCCCCCC)CCCCCCCCCCCC)=O)C 2-dodecyltetradecyl 8-(methoxy(methyl)amino)-8-oxooctanoate